N-(2-chloro-4-(trifluoromethyl)phenyl)-2-(6-(dimethylamino)-2-ethyl-7-fluoro-4-oxo-3-(piperazin-1-yl)-1,5-naphthyridin-1(4H)-yl)acetamide hydrochloride Cl.ClC1=C(C=CC(=C1)C(F)(F)F)NC(CN1C(=C(C(C2=NC(=C(C=C12)F)N(C)C)=O)N1CCNCC1)CC)=O